FC(C)(F)C=1C=C(C(=O)O)C=CN1 2-(1,1-difluoroethyl)isonicotinic acid